DIIMINOPYRROLE N=C1C(NC=C1)=N